ClC1=NN(C2=CC=C(C=C12)COC1=CN=C(C=C1C=O)OC)C 5-((3-chloro-1-methyl-1H-indazol-5-yl)methoxy)-2-methoxyisonicotinaldehyde